6-(2,5-dimethyl-4-(6-(trifluoromethyl)-1,5-naphthyridin-2-yl)phenyl)-1-methyl-1,4,5,6-tetrahydro-7H-pyrazolo[3,4-c]pyridin-7-one CC1=C(C=C(C(=C1)C1=NC2=CC=C(N=C2C=C1)C(F)(F)F)C)N1C(C2=C(CC1)C=NN2C)=O